(R)-4-(3-(5-(3-Hydroxy-1-methyl-2-oxopyrrolidin-3-yl)isoxazol-3-yl)phenyl)isoindolin-1-one O[C@@]1(C(N(CC1)C)=O)C1=CC(=NO1)C=1C=C(C=CC1)C1=C2CNC(C2=CC=C1)=O